5-chloro-4-methyl-2-(8-(6-methyloctahydro-1H-pyrrolo[2,3-c]pyridin-1-yl)imidazo[1,2-d][1,2,4]triazin-5-yl)phenol ClC=1C(=CC(=C(C1)O)C1=NN=C(C=2N1C=CN2)N2CCC1C2CN(CC1)C)C